ethyl 6-(1H-pyrazol-4-yl)pyrazolo[1,5-a]pyrazine-3-carboxylate N1N=CC(=C1)C=1N=CC=2N(C1)N=CC2C(=O)OCC